calcium 2,4,6-triethylbenzenesulfinate titanium [Ti+4].C(C)C1=C(C(=CC(=C1)CC)CC)S(=O)[O-].[Ca+2].C(C)C1=C(C(=CC(=C1)CC)CC)S(=O)[O-].C(C)C1=C(C(=CC(=C1)CC)CC)S(=O)[O-].C(C)C1=C(C(=CC(=C1)CC)CC)S(=O)[O-].C(C)C1=C(C(=CC(=C1)CC)CC)S(=O)[O-].C(C)C1=C(C(=CC(=C1)CC)CC)S(=O)[O-]